C(C)(=O)[O-].OC(C)C=1NC=C[N+]1C (dl)-1-hydroxyethyl-3-methylimidazolium acetate